2-bromo-1-(3,3-dinitroazetidin-1-yl)ethan-1-one BrCC(=O)N1CC(C1)([N+](=O)[O-])[N+](=O)[O-]